5-(4-{[(10E)-1-oxooctadec-9-enyl] oxy} butyl)-14-methyl-7-oxo-6-oxa-8,11,14-triazapentadec-1-yl (10E)-octadec-9-enoate C(CCCCCCC\C=C\CCCCCCCC)(=O)OCCCCC(OC(NCCNCCN(C)C)=O)CCCCOC(CCCCCCC\C=C\CCCCCCCC)=O